4-methyl-N-(4-((4-methylpiperazin-1-yl)methyl)-3-(trifluoromethyl)phenyl)-3-(2-(pyrazolo[1,5-a]pyrimidin-6-yl)ethynyl)benzamide CC1=C(C=C(C(=O)NC2=CC(=C(C=C2)CN2CCN(CC2)C)C(F)(F)F)C=C1)C#CC=1C=NC=2N(C1)N=CC2